5-(3,5-dimethoxy-4-(2-(4-(piperidin-4-yloxy)piperidin-1-yl)ethyl)phenyl)-3-methyl-1-propylpyridin-2(1H)-one hydrochloride Cl.COC=1C=C(C=C(C1CCN1CCC(CC1)OC1CCNCC1)OC)C=1C=C(C(N(C1)CCC)=O)C